C(#C)C1=CC=C(S1)C(=O)NC(C)(C(NC1=CC(=C(C=C1)N1C(COCC1)=O)C)=O)C(F)(F)F 5-ethynyl-N-{1-trifluoromethyl-1-[3-methyl-4-(3-oxo-morpholin-4-yl)-phenylcarbamoyl]ethyl}thiophene-2-carboxamide